(±)-tert-butyl (1S,2R,3R,5R)-3-((6-(4-bromo-2-(methoxymethoxy)phenyl)-1,2,4-triazin-3-yl)amino)-2-fluoro-9-azabicyclo[3.3.1]nonane-9-carboxylate BrC1=CC(=C(C=C1)C1=CN=C(N=N1)N[C@H]1[C@H]([C@@H]2CCC[C@H](C1)N2C(=O)OC(C)(C)C)F)OCOC |r|